C1(CC1)OC1=NC(=NC=C1C(=O)OCC)SC ethyl 4-cyclopropoxy-2-(methylsulfanyl)pyrimidine-5-carboxylate